phenyl-thiosuccinimide zinc(II) hydroxide [OH-].[Zn+2].C1(=CC=CC=C1)C1C(=S)NC(C1)=O.[OH-]